COC1=CC=C(C=C1)N1C(NC(/C(/C1=O)=C/C1=CC(=C(C(=C1)OC)OC)OC)=O)=O (Z)-1-(4-Methoxyphenyl)-5-(3,4,5-trimethoxybenzylidene)pyrimidine-2,4,6(1H,3H,5H)-trione